C1(=CCCC=CCC1)CO[Ir] (1,5-cyclooctadienyl)methoxyiridium (I)